C[C@H](C(=O)O)Cl (R)-(+)-2-CHLOROPROPIONIC ACID